Di-tert-butyl (((2-((4-((4-(3,5-dichlorophenyl)piperazin-1-yl)sulfonyl)phenyl)carbamoyl)-3-(N-methylmethylsulfonamido)benzyl)azanediyl)bis(ethane-2,1-diyl))dicarbamate ClC=1C=C(C=C(C1)Cl)N1CCN(CC1)S(=O)(=O)C1=CC=C(C=C1)NC(=O)C1=C(CN(CCNC(OC(C)(C)C)=O)CCNC(OC(C)(C)C)=O)C=CC=C1N(S(=O)(=O)C)C